BrCCC(CCCC(=C)C)=C 8-bromo-2-methyl-6-methylen-1-octene